2,6-dibromo-4-((methylsulfonyl)methyl)pyridine BrC1=NC(=CC(=C1)CS(=O)(=O)C)Br